C(CCCCCCCCCCCCC)[Si](OCCOCC)(OCCOCC)CCCCCCCCCCCCCC di(n-tetradecyl)-bis-(2-ethoxyethoxy)silane